(1R,2S,5R)-1-Amino-2-(((S)-2-aminopentanamido)methyl)-5-(2-boronoethyl)cyclohexane-1-carboxylic acid dihydrochloride Cl.Cl.N[C@]1([C@@H](CC[C@H](C1)CCB(O)O)CNC([C@H](CCC)N)=O)C(=O)O